8-cyclopentyl-5-ethynyl-2-((2-methoxyphenyl)amino)pyrido[2,3-d]pyrimidin-7(8H)-one C1(CCCC1)N1C(C=C(C2=C1N=C(N=C2)NC2=C(C=CC=C2)OC)C#C)=O